tert-butyl N-[2-[1-[4-chloro-2-(6-chloro-2-pyridyl)phenyl]-5-oxo-pyrrolidin-2-yl]ethyl]carbamate ClC1=CC(=C(C=C1)N1C(CCC1=O)CCNC(OC(C)(C)C)=O)C1=NC(=CC=C1)Cl